[Si](C)(C)(C(C)(C)C)OC[C@@]1([C@H](C([C@@H](O1)N1CN=CC=C1)(F)F)OC(C1=CC=CC=C1)(C1=CC=CC=C1)C1=CC=C(C=C1)OC)CCl 1-((2R,4R,5R)-5-(((tert-butyldimethylsilyl)oxy)methyl)-5-(chloromethyl)-3,3-difluoro-4-((4-methoxyphenyl)diphenylmethoxy)tetrahydrofuran-2-yl)pyrimidine